2-aminoethylsilanetriol NCC[Si](O)(O)O